trans-p-menth-6-ene-2,8-diol CC1=CC[C@@H](C[C@H]1O)C(C)(C)O